BrC1=C2C=CN(C2=CC(=C1)F)CCO[Si](C)(C)C(C)(C)C 4-bromo-1-(2-((tert-butyldimethylsilyl)oxy)ethyl)-6-fluoro-1H-indole